OC(CCCCCCCCCCCCCCCCC(=O)O)CCC(CCCCC)O 18,21-Dihydroxyhexacosanoic acid